C(C)(C)(C)OC(N(C=1N=C2C(=NC1)N(C=C2)S(=O)(=O)C2=CC=C(C)C=C2)C=2N=C1C(=NC2)N(C=C1)S(=O)(=O)C1=CC=C(C)C=C1)=O di(5-tosyl-5H-pyrrolo[2,3-b]pyrazin-2-yl)carbamic acid tert-butyl ester